(E)-1-tert-butyldimethylsilyloxy-3-phenyl-2-propene [Si](C)(C)(C(C)(C)C)OC\C=C\C1=CC=CC=C1